C12COCC(N1C=1SC3=C(N1)C=CC(=C3C(=O)NC3=C(C=C(C=C3)OC(F)F)C(NC3=CC1=C(OC(O1)(F)F)C=C3)=O)OC)C2 2-(3-Oxa-6-azabicyclo[3.1.1]heptan-6-yl)-N-(2-((2,2-difluorobenzo[d][1,3]dioxol-5-yl)carbamoyl)-4-(difluoromethoxy)phenyl)-6-methoxybenzo[d]thiazole-7-carboxamide